2-(dimethylamino)indolizin-5-ol formate C(=O)OC=1N2C=C(C=C2C=CC1)N(C)C